C(C1=CC=CC=C1)O[C@@H]([C@@H](C(=O)OC)NC(=O)C1CN(CC12CN(C2)C(=O)OC(C)(C)C)C(=O)OCC2C1=CC=CC=C1C=1C=CC=CC21)C 6-((9H-fluoren-9-yl)methyl) 2-tert-butyl 8-(((2S,3R)-3-(benzyloxy)-1-methoxy-1-oxobutan-2-yl)carbamoyl)-2,6-diazaspiro[3.4]octane-2,6-dicarboxylate